C1(=C(C(=C2C(=CC3=CC=CC4=CC=C1C2=C34)S(=O)(=O)[O-])S(=O)(=O)[O-])S(=O)(=O)[O-])S(=O)(=O)[O-].[Na+].[Na+].[Na+].[Na+] sodium pyrenetetrasulphonate